ClC1=CC2=C(N(C(N=C2N2[C@@H]3CN(C[C@H]2CCC3)C(C=C)=O)=O)C=3C(=NC=CC3C)C(C)C)N=C1C1=C(C=CC=C1)F (M)-6-Chloro-7-(2-fluorophenyl)-1-(2-isopropyl-4-methyl-3-pyridyl)-4-[(1S,5R)-3-prop-2-enoyl-3,9-diaza-bicyclo[3.3.1]nonan-9-yl]pyrido[2,3-d]pyrimidin-2-one